O=C1N(CCC(N1)=O)C=1C=C(C(=O)N2CCC(CC2)CC2CCN(CC2)CC(=O)O)C=CC1OC 2-[4-[[1-[3-(2,4-dioxohexahydropyrimidin-1-yl)-4-methoxy-benzoyl]-4-piperidyl]methyl]-1-piperidyl]acetic acid